methyl 3-bromo-2,5-dichloro-6-methoxybenzoate BrC=1C(=C(C(=O)OC)C(=C(C1)Cl)OC)Cl